FC(OCCN1C(N(CC1)C1=C(C(=CC(=C1)C(F)(F)F)C(F)(F)F)O)=O)F 1-(2-(difluoromethoxy)ethyl)-3-(2-hydroxy-3,5-bis(trifluoromethyl)phenyl)imidazolidine-2-one